Sodium Cosyl Sulfate S(=O)(=O)(OCCCCCCCCCCCCCCCCCCCC)[O-].[Na+]